FC1(CCN(CC1)C1=NC(=CC(=N1)NC=O)C)F N-[2-(4,4-difluoropiperidinyl)-6-methylpyrimidin-4-yl]carboxamide